FC(C(C(O)(O)F)(F)F)(CCCC)F Pentafluoroheptanediol